C(CCC)C(CC(=O)N)(CCCC)C1CCCCC1 3-butyl-3-cyclohexylheptanoamide